6-phenyl-N-[(4-phenyl-(3-chlorophenyl))methyl]-3-pyridin-2-yl-1,2,4-triazin-5-amine C1(=CC=CC=C1)C1=C(N=C(N=N1)C1=NC=CC=C1)NCC1=CC(=C(C=C1)C1=CC=CC=C1)Cl